BrC1=CC(=C(C(=O)O)C=C1OC)Cl 4-Bromo-2-chloro-5-methoxybenzoic acid